OC1CC2=CC([C@H]3[C@@H]4CCC([C@@]4(C)CC[C@@H]3[C@]2(CC1)C)O)C1=CC=C(C=C1)OC 3,17-dihydroxy-7-(4-methoxyphenyl)-androst-5-ene